FC(C1=CC=C(C=N1)COC1=CC=CC(=N1)S(=O)(=O)NC(=O)C=1C(=NC=CC1)N1C(CC(C1)C)(C)C)(F)F N-[[6-[[6-(Trifluoromethyl)-3-pyridyl]methoxy]-2-pyridyl]sulfonyl]-2-(2,2,4-trimethylpyrrolidin-1-yl)pyridin-3-carboxamid